4-chloro-N-(1,5-dimethyl-1H-pyrazol-4-yl)pyrimidin-2-amine ClC1=NC(=NC=C1)NC=1C=NN(C1C)C